(4aR,8aS)-6-[3-[[2-fluoro-4-(trifluoromethoxy)phenyl]methoxy]azetidine-1-carbonyl]-4,4a,5,7,8,8a-hexahydropyrido[4,3-b][1,4]oxazin-3-one FC1=C(C=CC(=C1)OC(F)(F)F)COC1CN(C1)C(=O)N1C[C@@H]2[C@@H](OCC(N2)=O)CC1